p-dimethylaminocinnamylideneindanoate CN(C1=CC=C(C=CC=C2C(C3=CC=CC=C3C2)C(=O)[O-])C=C1)C